C(#N)C(C(=O)OCC)C1=CC(=C(C=C1[N+](=O)[O-])N1CCN(CC1)C(=O)OCC1=CC=CC=C1)OC benzyl 4-(4-(1-cyano-2-ethoxy-2-oxoethyl)-2-methoxy-5-nitrophenyl)piperazine-1-carboxylate